FC(C1=CC=CC=2N1N=C(C2)[C@@H]2N(CCC1=C2N=CN1)C(=O)C=1OC(=NN1)C1=NC=CC=N1)F (R)-(4-(7-(difluoromethyl)pyrazolo[1,5-a]pyridin-2-yl)-6,7-dihydro-1H-imidazo[4,5-c]pyridin-5(4H)-yl)(5-(pyrimidin-2-yl)-1,3,4-oxadiazol-2-yl)methanone